trans-6-chloro-4-((4-((cyclopropylmethyl)(4-fluoro-2-methoxyphenyl)amino)cyclohexyl)(methyl)amino)-1-methyl-2-oxo-1,2-dihydro-1,5-naphthyridine-3-carbonitrile ClC=1N=C2C(=C(C(N(C2=CC1)C)=O)C#N)N(C)[C@@H]1CC[C@H](CC1)N(C1=C(C=C(C=C1)F)OC)CC1CC1